(2R)-2-(5-Chloro-2-methoxypyridin-4-yl)-1-[(3S)-3-{[6-methyl-5-(pyrimidin-2-yl)pyridin-2-yl]amino}pyrrolidin-1-yl]propan-1-one ClC=1C(=CC(=NC1)OC)[C@H](C(=O)N1C[C@H](CC1)NC1=NC(=C(C=C1)C1=NC=CC=N1)C)C